C(C)(=O)N1[C@@H](C[C@H](C1)F)C(=O)N[C@@H](C1=CC(=CC=C1)C1=CC(=NN1)C)C1=NC(=C(C=C1)C(C)C)F |o1:12| (2S,4R)-1-acetyl-4-fluoro-N-[(S) or (R)-[6-fluoro-5-(propan-2-yl)pyridin-2-yl][3-(3-methyl-1H-pyrazol-5-yl)phenyl]methyl]pyrrolidine-2-carboxamide